ClC=1C=C(C=CC1N1CCC(CC1)=O)NC1C(NC(CC1)=O)=O 3-((3-chloro-4-(4-oxopiperidin-1-yl)phenyl)amino)piperidine-2,6-dione